Tetramethyl-formamidinium hexafluorophosphate F[P-](F)(F)(F)(F)F.CNC(=[N+](C)C)C